2-(4-bromophenyl)-4,5-dihydro-oxazole BrC1=CC=C(C=C1)C=1OCCN1